C1(=CC=CC2=CC=CC=C12)N alpha-naphthyl-amine